FC(C1=C(C=C2CCCN(C2=C1)C1=C2CN(CC2=CC(=C1)C1CCNCC1)C=C)C=1C=NN(C1)C)F 1-{4-[7-(difluoromethyl)-6-(1-methylpyrazol-4-yl)-3,4-dihydro-2H-quinolin-1-yl]-6-(piperidin-4-yl)-1,3-dihydroisoindol-2-yl}ethylene